[N+](=O)([O-])C1=CC=C(O1)C(=O)N1CCN(CCC1)C1=CC=C(C=C1)C(F)(F)F (5-nitrofuran-2-yl)(4-(4-(trifluoromethyl)phenyl)-1,4-diazepan-1-yl)methanone